C(CC)N1N=CC(=C1)C1=CC=C(C=O)C=C1 4-(1-propylpyrazol-4-yl)benzaldehyde